OC=1C(=NC=C(C1)C(F)(F)F)C1=C(N=C(N=N1)N[C@H]1CN(CCC1)CC(=O)N)C (R)-2-(3-((6-(3-Hydroxy-5-(trifluoromethyl)pyridin-2-yl)-5-methyl-1,2,4-triazin-3-yl)amino)piperidin-1-yl)acetamide